5-[(3-bromophenyl)methyl]-1,3-thiazolidine-2,4-dione BrC=1C=C(C=CC1)CC1C(NC(S1)=O)=O